CN(C1=CC=C2C=C(C(OC2=C1)=O)C=O)C 7-dimethylaminocoumarin-3-aldehyde